methyl 1-((2-(methylthio) pyrimidin-5-yl) methyl)-1H-pyrazole-4-carboxylate CSC1=NC=C(C=N1)CN1N=CC(=C1)C(=O)OC